(3R)-3-(4-hydroxyphenyl)hex-4-ynoic acid OC1=CC=C(C=C1)[C@@H](CC(=O)O)C#CC